ethylmethyl phenyl-glycinate C1(=CC=CC=C1)NCC(=O)OCCC